C(C)N(CC(=O)NC1(C(C(=CC=C1)I)I)I)CC 2-(diethylamino)-N-(1,2,3-triiodophenyl)acetamide